tert-butyl (1S,2S,5R)-2-(((7-chloro-8-fluoro-4-hydroxy-2-(methylthio)pyrido[4,3-d]pyrimidin-5-yl)oxy)methyl)-3,8-diazabicyclo[3.2.1]octane-8-carboxylate ClC1=C(C=2N=C(N=C(C2C(=N1)OC[C@@H]1[C@@H]2CC[C@H](CN1)N2C(=O)OC(C)(C)C)O)SC)F